CN(C1=CC2=C([C@@H](CO2)CNC=2C=NC=CC2C(=O)O)C=C1)C1=CC=C(C=C1)C 3-({[(3R)-6-[methyl-(4-methylphenyl)amino]-2,3-dihydro-1-benzofuran-3-yl]methyl}amino)pyridine-4-carboxylic acid